2-(2-bromoethoxy)-4-methoxy-benzaldehyde BrCCOC1=C(C=O)C=CC(=C1)OC